N1CC(C1)NC1=CC=C(C=C1)NC1=NC2=C(C(=CC=C2C=N1)F)C=1C=C(C=CC1)NC(C=C)=O N-(3-(2-((4-(azetidin-3-ylamino)phenyl)amino)-7-fluoroquinazolin-8-yl)phenyl)acrylamide